methyl (S)-3-(pyridin-3-yl)-4-(tetrahydro-2H-pyran-4-carbonyl)-2,3,4,5-tetrahydrobenzo[f][1,4]oxazepine-8-carboxylate N1=CC(=CC=C1)[C@H]1COC2=C(CN1C(=O)C1CCOCC1)C=CC(=C2)C(=O)OC